C(#C)C1=CC=C2C=3C(C4=C(C(C3NC2=C1)(C)C)C=C(C(=C4)C#N)N4CCN(CC4)C)=O 3-ethynyl-6,6-dimethyl-8-(4-methylpiperazin-1-yl)-11-oxo-6,11-dihydro-5H-benzo[b]Carbazole-9-carbonitrile